(R)-2-(4-cyano-2-methoxyphenoxy)-5-(1,3-dimethyl-1H-pyrazol-4-yl)-4-methyl-N-(3-(S-methylsulfonimidoyl)phenyl)nicotinamide C(#N)C1=CC(=C(OC2=C(C(=O)NC3=CC(=CC=C3)[S@@](=O)(=N)C)C(=C(C=N2)C=2C(=NN(C2)C)C)C)C=C1)OC